[C@@H]1([C@@H](C1)N)N trans-cyclopropane-1,2-diamine